N-[2,5-difluoro-4-(trifluoromethyl)phenyl]-5-(3-methyl-2-pyridyl)-1H-pyrrole-3-sulfonamide FC1=C(C=C(C(=C1)C(F)(F)F)F)NS(=O)(=O)C1=CNC(=C1)C1=NC=CC=C1C